N-(5-((5-(Dimethylphosphoryl)-4-(1-methyl-1H-indol-3-yl)pyrimidin-2-yl)amino)-4-methoxy-2-(methyl((1-methylpyrrolidin-2-yl)methyl)amino)phenyl)acrylamide CP(=O)(C)C=1C(=NC(=NC1)NC=1C(=CC(=C(C1)NC(C=C)=O)N(CC1N(CCC1)C)C)OC)C1=CN(C2=CC=CC=C12)C